5-ethoxy-N-((1S,3r)-3-(4-(2-fluorophenyl)-5-(thiazol-2-yl)-4H-1,2,4-triazol-3-yl)cyclobutyl)pyridineamide C(C)OC=1C=CC(=NC1)C(=O)NC1CC(C1)C1=NN=C(N1C1=C(C=CC=C1)F)C=1SC=CN1